3,3-difluoro-1-[3-(2,2,2-trifluoroethyl)triazol-4-yl]propan-1-ol FC(CC(O)C=1N(N=NC1)CC(F)(F)F)F